1,3-dihydro-2H-benz[f]indol-2-one N1C(CC2=CC3=C(C=C12)C=CC=C3)=O